(1R,2S)-2-(3-{[2-(azetidin-1-yl)-5-methoxypyrimidin-4-yl]amino}-1H-indazol-6-yl)-5'-methoxyspiro[cyclopropane-1,3'-indol] N1(CCC1)C1=NC=C(C(=N1)NC1=NNC2=CC(=CC=C12)[C@@H]1C[C@@]12C=NC1=CC=C(C=C21)OC)OC